5-(2-methyl-2H-1,2,3-triazol-4-yl)-2-(3-{3-[(propan-2-yl)amino]pyrrolidin-1-yl}-1,2,4-triazin-6-yl)phenol CN1N=CC(=N1)C=1C=CC(=C(C1)O)C1=CN=C(N=N1)N1CC(CC1)NC(C)C